C(C)(=O)ONC(=N)C=1C=C(SC1)CNC(=O)C12CCC(CC1)N2C(CNC(C2=CC=C(C=C2)OC2=CC=CC=C2)=O)=O N-((4-(N-acetoxycarbamimidoyl)thiophen-2-yl)methyl)-7-((4-phenoxybenzoyl)-glycyl)-7-azabicyclo[2.2.1]heptane-1-carboxamide